N,N-di-iso-propylacetamide C(C)(C)N(C(C)=O)C(C)C